4-(5-(3-((2-(3-carboxypropanoyl)-4-fluoro-6-methoxybenzo[b]thiophen-5-yl)oxy)propoxy)-4-fluoro-6-methoxyisoindolin-2-yl)-4-oxobutanoic acid C(=O)(O)CCC(=O)C1=CC2=C(S1)C=C(C(=C2F)OCCCOC=2C(=C1CN(CC1=CC2OC)C(CCC(=O)O)=O)F)OC